C1(CCCC1)OC(=O)N1C(CCCC1C)C N-(cyclopentyloxycarbonyl)-2,6-dimethylpiperidine